C(C)C1=C(C=C(C(=C1)[N+](=O)[O-])OC)N1CCC(CC1)N1CCN(CC1)C 1-[1-(2-ethyl-5-methoxy-4-nitro-phenyl)-4-piperidyl]-4-methyl-piperazine